COC(C(C)(C)C)OC1=CC=C(C=C1)C=C 1-(1-methoxy-2,2-dimethylpropoxy)-4-vinylbenzene